acrylic acid ethyl ester hexafluorophosphate F[P-](F)(F)(F)(F)F.C(C)OC(C=C)=O